3-(2-ethoxy-2-oxoacetyl)-5-methyl-4-oxopiperidine-1-carboxylic acid tert-butyl ester C(C)(C)(C)OC(=O)N1CC(C(C(C1)C)=O)C(C(=O)OCC)=O